(2S,4R)-1-[3-(3,5-dimethyl-1,2-oxazol-4-yl)propanoyl]-4-fluoro-N-[(S)-phenyl[4-(propan-2-yl)phenyl]methyl]pyrrolidine-2-carboxamide CC1=NOC(=C1CCC(=O)N1[C@@H](C[C@H](C1)F)C(=O)N[C@H](C1=CC=C(C=C1)C(C)C)C1=CC=CC=C1)C